2-((2S,4S)-4-(6-fluoro-7-(7-fluoro-2-methylquinolin-8-yl)-8-methyl-4-((S)-1-((S)-1-methyl-pyrrolidin-2-yl)ethoxy)-1H-[1,2,3]triazolo[4,5-c]quinolin-1-yl)piperidin-2-yl)acetonitrile FC1=C(C(=CC=2C3=C(C(=NC12)O[C@@H](C)[C@H]1N(CCC1)C)N=NN3[C@@H]3C[C@H](NCC3)CC#N)C)C=3C(=CC=C1C=CC(=NC31)C)F